C(C=C)(=O)OCCC[Si](O[Si](OC)(OC)CCCOC(C=C)=O)(OC)OC (1,1,3,3-tetramethoxydisiloxane-1,3-diyl)bis(propane-3,1-diyl) diacrylate